(R)-2-(3-(5-(5-(difluoromethoxy)-6-methoxypyridin-3-yl)pyrazolo[1,5-A]pyridin-2-yl)ureido)-N-(1-hydroxypropan-2-yl)acetamide FC(OC=1C=C(C=NC1OC)C1=CC=2N(C=C1)N=C(C2)NC(NCC(=O)N[C@@H](CO)C)=O)F